CS(=O)(=O)C[C@@H]1[C@H](N(C1)C=1C=CC(=C2C=C(N=CC12)NC1=NC(=NC=C1)N1C[C@H]([C@@H](CC1)OC)C#N)C(C)C)C (3S,4R)-1-[4-({8-[(2R,3S)-3-(methanesulfonyl-methyl)-2-methylazetidin-1-yl]-5-(propan-2-yl)isoquinolin-3-yl}amino)pyrimidin-2-yl]-4-methoxy-piperidine-3-carbonitrile